BrC1=C(C#N)C(=CC(=C1)C(=C)C(F)(F)F)F 2-bromo-6-fluoro-4-(1-trifluoromethyl-vinyl)benzonitrile